C(C)C1=NC2=CC(=C(C=C2C(N1C1=CC=C(C=C1)F)=O)I)F 2-Ethyl-7-fluoro-3-(4-fluorophenyl)-6-iodoquinazolin-4(3H)-one